2,6-diacetylmethyl-p-cresol C(C)(=O)CC1=CC(=CC(=C1O)CC(C)=O)C